methyl (S)-3-amino-3-(5-(2,6-dimethylphenyl)pyridin-3-yl)propanoate hydrochloride Cl.N[C@@H](CC(=O)OC)C=1C=NC=C(C1)C1=C(C=CC=C1C)C